C(C)(C)(C)OC(=O)N1[C@@H]2CC([C@H]([C@H]1C(=O)OCC1=CC=CC=C1)C2)=O (1S,3S,4S)-5-oxo-2-azabicyclo[2.2.1]heptane-2,3-dicarboxylic acid 3-benzyl ester 2-tert-butyl ester